4-(5-(3,5-dichloro-4-fluorophenyl)-5-(trifluoromethyl)-4,5-dihydroisoxazol-3-yl)-N-(5-(1,1-difluoroethyl)-1-(2,2-difluoroethyl)-1H-1,2,4-triazol-3-yl)-2-methylbenzamide ClC=1C=C(C=C(C1F)Cl)C1(CC(=NO1)C1=CC(=C(C(=O)NC2=NN(C(=N2)C(C)(F)F)CC(F)F)C=C1)C)C(F)(F)F